CNC(=O)C1OCCCN(C1)C(=O)OC(C)(C)C Tert-butyl 2-(methylcarbamoyl)-1,4-oxazepan-4-carboxylate